S(C12C(=O)NC(C1C=CC=C2)=O)C21C(=O)NC(C2C=CC=C1)=O 1,1'-thiobisphthalimide